FC1=CC=C(C=C1)C(=O)C1=CNC2=NC=C(C=C21)C=2C=NC(=CC2)N2CCNCC2 (4-fluorophenyl)(5-(6-(piperazin-1-yl)pyridin-3-yl)-1H-pyrrolo[2,3-b]pyridin-3-yl)methanone